isopropyl 2-chloro-4-(5-methyl-3,3-bis(methyl-d3)-2,3-dihydro-1H-pyrrolo[3,2-b]pyridin-1-yl)pyrimidine-5-carboxylate ClC1=NC=C(C(=N1)N1CC(C2=NC(=CC=C21)C)(C([2H])([2H])[2H])C([2H])([2H])[2H])C(=O)OC(C)C